2-[4-[4-[6-[2-cyano-3-[[ethyl(methyl)sulfamoyl]amino]-6-fluoro-phenoxy]-4-oxo-quinazolin-3-yl]pyrazol-1-yl]-1-piperidyl]acetic acid C(#N)C1=C(OC=2C=C3C(N(C=NC3=CC2)C=2C=NN(C2)C2CCN(CC2)CC(=O)O)=O)C(=CC=C1NS(N(C)CC)(=O)=O)F